4-((S)-6-(3-(difluoromethoxy)-5-fluorophenyl)-4-((3-(trifluoromethyl)phenyl)sulfonyl)-3,4-dihydro-2H-benzo[b][1,4]oxazin-2-yl)bicyclo[2.2.1]heptane-1-carboxylic acid FC(OC=1C=C(C=C(C1)F)C1=CC2=C(O[C@H](CN2S(=O)(=O)C2=CC(=CC=C2)C(F)(F)F)C23CCC(CC2)(C3)C(=O)O)C=C1)F